11-methyl-2,4,6,9,10-pentaazatetracyclo[7.5.2.05,15.012,16]Hexadecene-1(2),3,5(15),10,12(16),13-hexaene CC1=NN2CC=NC=3N=CN=C4C=CC1=C2C43